octahydro-2-indolecarboxylic acid arginine salt N[C@@H](CCCNC(N)=N)C(=O)O.N1C(CC2CCCCC12)C(=O)O